CC(C)(C1=CC=CC=C1CC[C@H](C2=CC=CC(=C2)/C=C/C3=NC4=C(C=CC(=C4)Cl)C=C3)SCC5(CC5)CC(=O)O)O The molecule is a member of quinolines, a monocarboxylic acid and an aliphatic sulfide. It has a role as a leukotriene antagonist, an anti-asthmatic drug and an anti-arrhythmia drug. It is a conjugate acid of a montelukast(1-).